Silver Sodium Zirconium Hydrogenphosphate P(=O)(O)([O-])[O-].[Zr+4].[Na+].[Ag+].P(=O)(O)([O-])[O-].P(=O)(O)([O-])[O-]